6-(2,3-dihydrobenzo[b][1,4]dioxin-6-yl)-5-((1-methyl-1H-pyrazol-3-yl)methoxy)isoindolin-1-one O1C2=C(OCC1)C=C(C=C2)C2=C(C=C1CNC(C1=C2)=O)OCC2=NN(C=C2)C